CN1C(=NC=C1)C(C)(O)C1=CC(=CC=C1)C=1N=C(SC1)C1=CN(C2=NC=CC=C21)S(=O)(=O)C2=CC=CC=C2 1-(1-Methyl-1H-imidazol-2-yl)-1-(3-(2-(1-(phenylsulfonyl)-1H-pyrrolo[2,3-b]pyridin-3-yl)thiazol-4-yl)phenyl)ethan-1-ol